N-benzyl-methyl-pyridine Bromide [Br-].C(C1=CC=CC=C1)N1C(C=CC=C1)C